C(#N)/C(/C(=O)[O-])=C\C1=CC=CC=C1 (E)-2-cyano-3-phenylacrylate